C(\C=C\C1=CC=C(C=C1)O)(=O)OC\C=C(\C)/CCC=C(C)C neryl p-coumarate